14-carboxy-N,N,N-trimethyl-3,6,9,12-tetraoxatetradecan-1-aminium C(=O)(O)CCOCCOCCOCCOCC[N+](C)(C)C